Arsine sodium salt [Na].[AsH3]